OCCOC(NS(=O)(=O)C1=C(C=C(C=C1)CC(C)C)C1=CC=C(C=C1)CN1C(=NC=C1)C(C)(C)C)=O (4'-((2-(tert-butyl)-1H-imidazol-1-yl)methyl)-5-isobutyl-[1,1'-biphenyl]-2-yl)sulfonylcarbamic acid 2-hydroxyethyl ester